tert-butyl 5-[(tert-butyldimethylsilyl)oxy]-2-{6-[(3R)-3-hydroxypiperidin-1-yl]pyridin-3-yl}-1H-indole-1-carboxylate [Si](C)(C)(C(C)(C)C)OC=1C=C2C=C(N(C2=CC1)C(=O)OC(C)(C)C)C=1C=NC(=CC1)N1C[C@@H](CCC1)O